FC(C1=CC(=C2C(=N1)C=CS2)O)(F)F 5-(trifluoromethyl)thieno[3,2-b]pyridine-7-ol